(2R)-1-(benzyloxy)-3-chloropropan-2-ol C(C1=CC=CC=C1)OC[C@H](CCl)O